(R)-2-(1-(9H-purine-6-ylamino)ethyl)-6-fluoro-3-(3-fluorophenyl)-4H-chromen-4-one N1=CN=C2NC=NC2=C1N[C@H](C)C=1OC2=CC=C(C=C2C(C1C1=CC(=CC=C1)F)=O)F